C(C)N1C2=C([C@@H]([C@@H](C1=O)NC(=O)C=1N=C(SC1)C(F)(F)F)C1=CC=C(C=C1)F)C(=NN2C2=CC=CC=C2)C N-[(4S,5S)-7-ethyl-4-(4-fluorophenyl)-3-methyl-6-oxo-1-phenyl-1H,4H,5H,6H,7H-pyrazolo[3,4-b]pyridin-5-yl]-2-(trifluoromethyl)-1,3-thiazole-4-carboxamide